alpha-vinyl-benzyl alcohol C(=C)C(C1=CC=CC=C1)O